4-hydroxyImidazole OC=1N=CNC1